ClC1=NC=C2N(C(N(C2=N1)C1CCNCC1)=O)C 2-Chloro-7-methyl-9-(piperidin-4-yl)-7,9-dihydro-8H-purin-8-one